C(C)(C)C1=NC=C(C=C1N)\C=C\C1=CC=CC=C1 2-isopropyl-5-[(E)-2-phenylethenyl]pyridin-3-amine